C(#N)C1C(C1)C=1C=NN2C1C(=C(C=C2)C(=O)N)C#C 3-(2-cyanocyclopropyl)-4-ethynyl-pyrazolo[1,5-a]pyridine-5-carboxamide